Acetonitrile hydrochloride salt Cl.C(C)#N